2-Methyl 5-[4-amino-3-(difluoromethyl)pyrazol-1-yl]pyridine-2-carboxylate NC=1C(=NN(C1)C=1C=CC(=NC1)C(=O)OC)C(F)F